diboron N-methyliminodiacetate CN(CC(=O)[O-])CC(=O)[O-].[B+3].[B+3].CN(CC(=O)[O-])CC(=O)[O-].CN(CC(=O)[O-])CC(=O)[O-]